2,2,4,6,8-pentamethylundecylsuccinic anhydride CC(CC1C(=O)OC(C1)=O)(CC(CC(CC(CCC)C)C)C)C